C12C(=CC(CC1)C2)B(O)O bicyclo[2.2.1]Hept-2-en-2-ylboronic acid